NC1=C(C=2C(=C(N=CC2)Cl)O1)C(=O)OCC ethyl 2-amino-7-chlorofuro[2,3-c]pyridine-3-carboxylate